COC1=CC=C(CN(C=2C(=NC=NC2N)N)CC2=CC=C(C=C2)OC)C=C1 bis(4-methoxybenzyl)pyrimidine-4,5,6-triamine